C(C)(C)[Ge](COC=1C(=C(C(=CC1C(C)(CC(C)(C)C)C)C1=CC(=CC=C1)C(C)(C)C)O)N1C2=CC(=CC=C2C=2C=CC(=CC12)C(C)(C)C)C(C)(C)C)(COC=1C(=C(C(=CC1C(C)(CC(C)(C)C)C)C1=CC(=CC=C1)C(C)(C)C)O)N1C2=CC(=CC=C2C=2C=CC(=CC12)C(C)(C)C)C(C)(C)C)C(C)C (((diisopropylgermanediyl)bis(methylene))bis(oxy))bis(3'-(tert-butyl)-3-(2,7-di-tert-butyl-9H-carbazol-9-yl)-5-(2,4,4-trimethylpentan-2-yl)-[1,1'-biphenyl]-2-ol)